2-[[2-(2,6-dioxo-3-piperidyl)-1,3-dioxo-isoindolin-5-yl]amino]acetic acid O=C1NC(CCC1N1C(C2=CC=C(C=C2C1=O)NCC(=O)O)=O)=O